FC(S(=O)(=O)OC1=NC(=C(C2=C1C=CS2)C2=C(C=C(C=C2OCCOC)F)F)C2=CC=C1CCNCC1=C2)(F)F [7-[2,4-difluoro-6-(2-methoxyethoxy) phenyl]-6-(1,2,3,4-tetrahydroisoquinolin-7-yl) thieno[3,2-c]pyridin-4-yl] trifluoromethanesulfonate